COC1=C(CN(C2=NC(=NN3C2=NC=C3[C@H](C3[C@H]2CN(C[C@@H]32)C(=O)OC(C)(C)C)O)O[C@@H](C)CCC)CC3=C(C=C(C=C3)OC)OC)C=CC(=C1)OC Tert-butyl (1R,5S,6r)-6-((S)-(4-(bis(2,4-dimethoxybenzyl)amino)-2-(((S)-pent-2-yl)oxy)imidazo[2,1-f][1,2,4]triazin-7-yl)(hydroxy)methyl)-3-azabicyclo[3.1.0]hexan-3-carboxylate